FC(C(C(C(C(C(C(C(C(C(F)(F)F)(F)F)(F)F)(F)F)(F)F)(F)F)(F)F)(F)F)(F)F)(P(O)(O)=O)F perfluorodecyl-phosphonic acid